CC1=CC=CC(=N1)NC(=O)[C@H]1N[C@@H]2CC[C@H]1C2 (1R,3S,4S)-N-(6-methylpyridin-2-yl)-2-azabicyclo[2.2.1]heptane-3-carboxamide